5-(4-trifluoromethoxyphenyl)thiazole-2-methanol FC(OC1=CC=C(C=C1)C1=CN=C(S1)CO)(F)F